C1(CC1)CNC=1C(=C(C=CC1)SCC(=O)OC)[N+](=O)[O-] methyl 2-[3-(cyclopropylmethylamino)-2-nitro-phenyl]sulfanylacetate